N-(9-nonadecenoyl)taurine C(CCCCCCCC=CCCCCCCCCC)(=O)NCCS(=O)(=O)O